octyl-aluminium hydride C(CCCCCCC)[AlH2]